CC1(OB(OC1(C)C)C=1C=NN(C1)C1CC(C1)OC1CCN(CC1)C(=O)OC(C)(C)C)C tert-butyl 4-[3-[4-(4,4,5,5-tetramethyl-1,3,2-dioxaborolan-2-yl)pyrazol-1-yl]cyclobutoxy]piperidine-1-carboxylate